ClC=1C(=CC2=C(OCO2)C1)C/C(=C/C(=O)OC(C)(C)C)/NCCCCl tert-butyl (Z)-4-(6-chlorobenzo[d][1,3]dioxol-5-yl)-3-((3-chloropropyl)amino)but-2-enoate